BrC=1C=C(C=CC1)[C@@H](C)NC1=NC(=NC2=CC(=C(C=C12)OC)OCCCCCCCN1CCOCC1)C (R)-N-(1-(3-bromophenyl)ethyl)-6-methoxy-2-methyl-7-((7-morpholinoheptyl)-oxy)quinazolin-4-amine